α-methyl-2,4-dimethyl-styrene tert-butyl-(1R,5S,6r)-6-(6-chloro-1-cyclopropyl-4-(1-ethoxyvinyl)-7-fluoro-1H-pyrazolo[4,3-c]pyridin-3-yl)-3-azabicyclo[3.1.0]hexane-3-carboxylate C(C)(C)(C)OC(=O)N1C[C@H]2C([C@H]2C1)C1=NN(C2=C1C(=NC(=C2F)Cl)C(=C)OCC)C2CC2.CC(=C)C2=C(C=C(C=C2)C)C